2-(3-chlorophenyl)-2H-indazole ClC=1C=C(C=CC1)N1N=C2C=CC=CC2=C1